BrC=1C=CC(=NC1)C=1C=NN(C1)C 5-Bromo-2-(1-methyl-1H-pyrazol-4-yl)pyridine